CN1CCC2(CC1)CC(C1=CC=C(C=C12)C1=CNC2=NC=C(C=C21)C=2C(=NN(C2C)C)C)=O 1'-methyl-6-(5-(1,3,5-trimethyl-1H-pyrazol-4-yl)-1H-pyrrolo[2,3-b]pyridin-3-yl)spiro[indene-1,4'-piperidin]-3(2H)-one